IC1=CC2=CN(N=C2C=C1)C1COC1 5-iodo-2-(oxetan-3-yl)-2H-indazole